4-[4-(pyrrolidin-1-yl)piperidin-1-yl]-8,14-dioxa-10,19,20-triazatetracyclo[13.5.2.12,6.018,21]tricosa-1(20),2,4,6(23),15,17,21-heptaen-9-one N1(CCCC1)C1CCN(CC1)C=1C=C2C3=NNC4=CC=C(OCCCNC(OCC(C1)=C2)=O)C=C34